FC1=C(C=C(C=C1)C(=O)N1CCOCC1)C1=C(C#N)C=CC(=C1)OCC1=NNC(N1C)=O 2-fluoro-5-(morpholine-4-carbonyl)phenyl-4-[(4-methyl-5-oxo-1H-1,2,4-triazol-3-yl)methoxy]benzonitrile